6-Bromo-N-(1-ethylpiperidin-4-yl)-2-{3-methoxy-4-[4-(2-methoxyethyl)piperazin-1-yl]phenyl}-3H-imidazo[4,5-b]pyridin-7-amine BrC=1C(=C2C(=NC1)NC(=N2)C2=CC(=C(C=C2)N2CCN(CC2)CCOC)OC)NC2CCN(CC2)CC